FC=1C=C(C2=C(OCCO2)C1)NC1=NC=2N(C(=C1)NC)N=CC2NC(=O)N 1-(5-((7-fluoro-2,3-dihydrobenzo[b][1,4]dioxin-5-yl)amino)-7-(methylamino)pyrazolo[1,5-a]pyrimidin-3-yl)urea